1,1-dioctyl-3-(3-trichlorosilylpropyl)aminopropyl-urea C(CCCCCCC)C(CCNCCC[Si](Cl)(Cl)Cl)(CCCCCCCC)NC(=O)N